(2-chlorophenyl)(6,6-dimethyl-4-oxo-1-phenyl-4,5,6,7-tetrahydro-1H-indol-2-yl)methyl benzoate C(C1=CC=CC=C1)(=O)OC(C=1N(C=2CC(CC(C2C1)=O)(C)C)C1=CC=CC=C1)C1=C(C=CC=C1)Cl